(2-(2,4-dioxotetrahydropyrimidin-1(2H)-yl)-1-oxoisoindolin-4-yl)methyl 4-methylbenzenesulfonate CC1=CC=C(C=C1)S(=O)(=O)OCC1=C2CN(C(C2=CC=C1)=O)N1C(NC(CC1)=O)=O